C(C1=CC=CC=C1)(=O)OC(CC)(CC(CC)OC(C1=CC=CC=C1)=O)CCC 3-n-Propyl-3,5-heptanediol dibenzoate